N-(2-chlorophenyl)-4-{2-[(5-fluoropyridin-2-yl)amino]-2-oxoethyl}-5,8-dioxo-6-(propan-2-yl)-5,6,7,8-tetrahydro-4H-pyrazolo[1,5-a]pyrrolo[3,4-d]pyrimidine-2-carboxamide ClC1=C(C=CC=C1)NC(=O)C1=NN2C(N(C3=C(C2=O)CN(C3=O)C(C)C)CC(=O)NC3=NC=C(C=C3)F)=C1